3-(2,6-dimethoxyphenyl)-6-hydroxy-2-(3-methylbutyl)-5-{[5-(4-methylphenyl)-1,3,4-oxadiazol-2-yl]methyl}-3,4-dihydropyrimidin-4-one COC1=C(C(=CC=C1)OC)N1C(=NC(=C(C1=O)CC=1OC(=NN1)C1=CC=C(C=C1)C)O)CCC(C)C